C(C=C)OCC allyloxyethan